FC(C1=NC(=NO1)C1=CC=C(C=C1)CN1C(CCC1)=O)(F)F [[4-[5-(trifluoromethyl)-1,2,4-oxadiazol-3-yl]phenyl]methyl]pyrrolidin-2-one